6-tert-butyldiphenylsilylglucose [Si](C1=CC=CC=C1)(C1=CC=CC=C1)(C(C)(C)C)C([C@H]([C@H]([C@@H]([C@H](C=O)O)O)O)O)O